[Br-].C12CCCC(CCC1)B2CCCCC[PH+](C21CC3CC(CC(C2)C3)C1)C13CC2CC(CC(C1)C2)C3 (5-(9-borabicyclo[3.3.1]non-9-yl)pentyl)di(adamantan-1-yl)phosphonium bromide